C(C)(C)C1=CC=C2C(N(C=3C=CC=CC3C2=C1)C)=O 9-isopropyl-5-methyl-6(5H)-phenanthridinone